(2R,4R)-tert-butyl-2-((4-cyclopropyl-2-fluorophenyl)(2-((4,4-difluorocyclohexyl)amino)-2-oxo-1-(4-(trifluoromethyl)pyridin-3-yl)ethyl)carbamoyl)-4-methoxypyrrolidine-1-carboxylate C(C)(C)(C)OC(=O)N1[C@H](C[C@H](C1)OC)C(N(C(C(=O)NC1CCC(CC1)(F)F)C=1C=NC=CC1C(F)(F)F)C1=C(C=C(C=C1)C1CC1)F)=O